C(C)[C@H]1OC2=C(CN(C1)CC=1C=C(C=CC1C)[C@H](C(C(=O)O)(C)C)OCC=1N=NN(C1)C)N=CC=C2 (R)-3-(3-(((R)-2-Ethyl-2,3-dihydropyrido[2,3-f][1,4]oxazepin-4(5H)-yl)methyl)-4-methylphenyl)-2,2-dimethyl-3-((1-methyl-1H-1,2,3-triazol-4-yl)methoxy)propanoic acid